4-((2-(hydroxymethyl)cyclohexyl)amino)but-2-enamide OCC1C(CCCC1)NCC=CC(=O)N